1-methyl-5,6-dichloroindole CN1C=CC2=CC(=C(C=C12)Cl)Cl